O(CC(C)O)CC(C)O 1,1'-oxy-di-2-propanol